FC1=C(C=CC=C1F)C1N(CCCC1)C1=CC(=C(C(=O)OC)C=C1)F Methyl 4-(2-(2,3-difluorophenyl)piperidin-1-yl)-2-fluorobenzoate